IC1=CN(C2=CC=CC=C12)C(=O)OC(C)(C)C t-butyl 3-iodoindole-1-carboxylate